ClC1=NC=C(C=C1C([2H])([2H])N(C(OC(C)(C)C)=O)C)F tert-butyl ((2-chloro-5-fluoropyridin-3-yl)methyl-d2)(methyl)carbamate